5-(1-(pyridin-2-ylethynyl)-3-azabicyclo[3.1.0]hexan-3-yl)-1H-pyrrolo[3,2-b]pyridine N1=C(C=CC=C1)C#CC12CN(CC2C1)C1=CC=C2C(=N1)C=CN2